4-(2-cyanoprop-2-yl)-N-(3-(7-((4-methoxybenzyl)amino)-1,6-naphthyridin-3-yl)-4-methylphenyl)picolinamide C(#N)C(C)(C)C1=CC(=NC=C1)C(=O)NC1=CC(=C(C=C1)C)C=1C=NC2=CC(=NC=C2C1)NCC1=CC=C(C=C1)OC